4-(1-(propylsulfonyl)-1,6-diazaspiro[3.4]octan-6-yl)-1H-pyrrolo[2,3-b]pyridine-5-Formonitrile C(CC)S(=O)(=O)N1CCC12CN(CC2)C2=C1C(=NC=C2C#N)NC=C1